NC1=NC=2C=CC(=CC2C2=C1C=NN2C)C(=O)N(C)[C@@H]2COC1=C2C=CC(=C1)OCC 4-amino-N-((3S)-6-ethoxy-2,3-dihydro-1-benzofuran-3-yl)-N,1-dimethyl-1H-pyrazolo[4,3-c]quinoline-8-carboxamide